C(C)(C)(C)OC(=O)N1CC(C1)N1C[C@H](OCC1)CO (S)-3-(2-(hydroxymethyl)morpholinyl)azetidine-1-carboxylic acid tert-butyl ester